N1C=CC=2C1=NC=CC2[C@@H](C)OC=2C=C1C(=NNC1=CC2)C=2C=CC(=NC2)C2=CC=1N(C=C2)C=NN1 (R)-7-(5-(5-(1-(1H-pyrrolo[2,3-b]pyridin-4-yl)ethoxy)-1H-indazol-3-yl)pyridin-2-yl)-[1,2,4]triazolo[4,3-a]pyridine